isopropylidenebicyclohexanol C(C)(C)=C1C(CCCC1)(C1CCCCC1)O